N-[5-[4-[[(3R,4S)-4-fluoropyrrolidin-3-yl]oxymethyl]-2-methyl-pyrazol-3-yl]pyrazolo[1,5-a]pyridin-2-yl]cyclopropanecarboxamide F[C@@H]1[C@@H](CNC1)OCC1=C(N(N=C1)C)C1=CC=2N(C=C1)N=C(C2)NC(=O)C2CC2